C(C)(C)(C)C=1C(=C(C=CC1)O)C(C)(C)C ditertbutyl-phenol